FC(OC1=CC=C(C(N1C1=CC=C(C=C1)F)=O)C(=O)O)F 6-difluoromethoxy-1-(4-fluorophenyl)-2-oxo-1,2-dihydropyridine-3-carboxylic acid